N-cyclopropyl-1-({[1-({3,4-difluoro-2-[(2-fluoro-4-iodophenyl)amino]phenyl}carbonyl)-3-hydroxyazetidin-3-yl]methyl}amino)cyclopentane-carboxamide C1(CC1)NC(=O)C1(CCCC1)NCC1(CN(C1)C(=O)C1=C(C(=C(C=C1)F)F)NC1=C(C=C(C=C1)I)F)O